chloroethanol-13C2 tert-butyl-N-[(3R)-7-(5-tert-butyl-1,3,4-oxadiazol-2-yl)-5-[(3-chlorophenyl)methyl]-8-fluoro-1,1,4-trioxo-2,3-dihydro-1λ6,5-benzothiazepin-3-yl]carbamate C(C)(C)(C)OC(N[C@H]1CS(C2=C(N(C1=O)CC1=CC(=CC=C1)Cl)C=C(C(=C2)F)C=2OC(=NN2)C(C)(C)C)(=O)=O)=O.Cl[13CH]([13CH3])O